prop-2-ene-1-thiol C(C=C)S